C12(CC3CC(CC(C1)C3)C2)NCC=2N=C(SC2)CNC2=CC=CC=3N(C(N(C32)C)=O)C3C(NC(CC3)=O)=O 3-(4-(((4-(((adamantan-1-yl)amino)methyl)thiazol-2-yl)methyl)amino)-3-methyl-2-oxo-2,3-dihydro-1H-benzo[d]imidazol-1-yl)piperidine-2,6-dione